2-(3-(3-(4-((2-(3-fluorobenzoyl)-6-hydroxybenzo[b]thiophen-3-yl)oxy)phenoxy)azetidine-1-yl)propoxy)ethyl acetate C(C)(=O)OCCOCCCN1CC(C1)OC1=CC=C(C=C1)OC=1C2=C(SC1C(C1=CC(=CC=C1)F)=O)C=C(C=C2)O